C(CCCCCCCCCCC)(=O)[O-].C(CCCCCCCCCCC)(=O)[O-].[Sn+2] tin bis(laurate)